CC(C#CC1=CC=C2C(=NC=NN21)N)C 7-(3-methylbut-1-yn-1-yl)pyrrolo[2,1-f][1,2,4]triazin-4-amine